2-(2-((3R,4R)-3-amino-4-fluoropiperidin-1-yl)-6-fluoro-1H-benzo[d]imidazol-1-yl)-N-((R)-1-cyanopropan-2-yl)acetamide N[C@@H]1CN(CC[C@H]1F)C1=NC2=C(N1CC(=O)N[C@@H](CC#N)C)C=C(C=C2)F